C(C)OC(=O)C1C2CC(CC12)OC1=CC=C(C=C1)C1=C(C(=NO1)C)CO.O=C1NC(CCC1N1C(C2=CC=C(C=C2C1=O)OCCCC=O)=O)=O 4-[[2-(2,6-dioxopiperidin-3-yl)-1,3-dioxoisoindol-5-yl]oxy]butanal (±)-Ethyl-3-(4-(4-(hydroxymethyl)-3-methylisoxazol-5-yl)phenoxy)bicyclo[3.1.0]hexane-6-carboxylate